Methyl (S)-5-((4-((S)-2-((S)-2-((tert-butoxycarbonyl)amino)-3-methylbutanamido)propanamido)-phenyl)amino)-2-(4-(N-((2,4-diaminopteridin-6-yl)methyl)formamido)benzamido)pentanoate C(C)(C)(C)OC(=O)N[C@H](C(=O)N[C@H](C(=O)NC1=CC=C(C=C1)NCCC[C@@H](C(=O)OC)NC(C1=CC=C(C=C1)N(C=O)CC=1N=C2C(=NC(=NC2=NC1)N)N)=O)C)C(C)C